N,N-dimethyl-2-(3-(dimethoxymethylsilyl)propoxy)ethylamine CN(C)CCOCCC[SiH2]C(OC)OC